(S)-3-(aminomethyl)-5-methylhexanoic acid benzyl ester hydrochloride Cl.C(C1=CC=CC=C1)OC(C[C@H](CC(C)C)CN)=O